Pyridine-2-carboxylic acid [3-(3-fluoro-benzenesulfonylamino)-adamantan-1-yl]-amide FC=1C=C(C=CC1)S(=O)(=O)NC12CC3(CC(CC(C1)C3)C2)NC(=O)C2=NC=CC=C2